diphenylpropanedione thulium hydrate O.[Tm].C1(=CC=CC=C1)CC(C(=O)C1=CC=CC=C1)=O